CN(CCOC1=CC(=CC=2N(C=NC21)CC2OCC2)C(=O)O)C 4-(2-(dimethylamino)ethoxy)-1-(oxetan-2-ylmethyl)-1H-benzo[d]imidazole-6-carboxylic acid